Cl.Cl.Cl.O1CCCC1 tetrahydrofuran Tris-HCl